(1R,3S,5R)-2-(2-(3-acetyl-5-(2-methylpyrimidin-5-yl)-1H-indazol-1-yl)acetyl)-N-(6-bromopyridin-2-yl)-5-((dimethylamino)methyl)-2-azabicyclo[3.1.0]hexane-3-carboxamide C(C)(=O)C1=NN(C2=CC=C(C=C12)C=1C=NC(=NC1)C)CC(=O)N1[C@@H]2C[C@@]2(C[C@H]1C(=O)NC1=NC(=CC=C1)Br)CN(C)C